C(C)OC(=O)C1C(C12C(N(C(N(C2=O)C)=O)C)=O)C2=CC=C(C=C2)OCC ethyl-2-(4-ethoxyphenyl)-5,7-dimethyl-4,6,8-trioxo-5,7-diazaspiro[2.5]octane-1-carboxylate